(E)-5-bromo-6-chloro-5-decene Br\C(\CCCC)=C(/CCCC)\Cl